4-(4-(tert-Butyl)phenyl)-1,1,3,3,6-pentamethyl-1,2,3,5-tetrahydro-s-indacene C(C)(C)(C)C1=CC=C(C=C1)C1=C2C(CC(C2=CC=2C=C(CC12)C)(C)C)(C)C